2-(methylsulfonyl)ethan-1-aminyl-N-(2-(2-(methylsulfonyl)ethylamino)-2-oxoethyl)-4-(thiophen-2-yl)-4,5-dihydro-1H-pyrazole-5-carboxamide CS(=O)(=O)CCNN1N=CC(C1C(=O)NCC(=O)NCCS(=O)(=O)C)C=1SC=CC1